7-(6-chloro-3,4-dihydro-2H-chromen-8-yl)-N-[(2,4-dimethoxyphenyl)methyl]Cinnolin-4-amine ClC=1C=C2CCCOC2=C(C1)C1=CC=C2C(=CN=NC2=C1)NCC1=C(C=C(C=C1)OC)OC